C1(CCCC1)N1C(=CC2=C1N=C(N=C2)NC2=NC=C(C=C2)S(=O)(=O)N2CCNCC2)C(=O)N(C)C 7-cyclopentyl-N,N-dimethyl-2-((5-(piperazin-1-ylsulfonyl)pyridin-2-yl)amino)-7H-pyrrolo[2,3-d]pyrimidine-6-carboxamide